[Si](C1=CC=CC=C1)(C1=CC=CC=C1)(C(C)(C)C)OC[C@@H]1N(C[C@@](C1)(C)O)C(=O)C1CC1 ((2R,4S)-2-(((tert-Butyldiphenylsilyl)oxy)methyl)-4-hydroxy-4-methylpyrrolidin-1-yl)(cyclopropyl)methanone